OC1=C(C(=CC2=C1CCO2)C)C2=NN=CC(N2C)=O 3-(4-hydroxy-6-methyl-2,3-dihydrobenzofuran-5-yl)-4-methyl-1,2,4-triazin-5-one